N-((1-isopropyl-3-methyl-1H-pyrazol-5-yl)carbamoyl)-6,7-dihydro-5H-pyrazolo[5,1-b][1,3]oxazine-3-sulfonamide C(C)(C)N1N=C(C=C1NC(=O)NS(=O)(=O)C=1C=NN2C1OCCC2)C